Iodohexane CCCCCCI